2-(chloromethyl)-5-[[(2S)-2-[[(2S)-2-(9H-fluoren-9-ylmethoxycarbonylamino)-3-methyl-butanoyl]amino]-5-ureido-pentanoyl]amino]benzenesulfonic acid ClCC1=C(C=C(C=C1)NC([C@H](CCCNC(=O)N)NC([C@H](C(C)C)NC(=O)OCC1C2=CC=CC=C2C=2C=CC=CC12)=O)=O)S(=O)(=O)O